1-((3,3-difluoro-1-methylcyclobutyl)methyl)-3-(1,1-difluoroethyl)-4-(trifluoromethyl)-1H-pyrazole-5-carboxylic acid FC1(CC(C1)(C)CN1N=C(C(=C1C(=O)O)C(F)(F)F)C(C)(F)F)F